N1-(2-(dimethylamino)ethyl)-N1,N2-dimethyl-4-nitrobenzene-1,2-diamine CN(CCN(C=1C(=CC(=CC1)[N+](=O)[O-])NC)C)C